3-(4,5-dimethylthiazol-2-yl)-2,5-dimethyltetrazolium bromide CC1=C(SC(=N1)N2N=C([NH2+]N2C)C)C.[Br-]